2-(6-{6-[(4-cyano-2-fluorobenzyl)oxy]-3-fluoropyridin-2-yl}-6-azaspiro[2.5]oct-1-yl)-1-[(2S)-oxetan-2-ylmethyl]-1H-benzimidazole-6-carboxylic acid ammonium [NH4+].C(#N)C1=CC(=C(COC2=CC=C(C(=N2)N2CCC3(CC3C3=NC4=C(N3C[C@H]3OCC3)C=C(C=C4)C(=O)O)CC2)F)C=C1)F